6-(5-(methyl(2,2,6,6-tetramethylpiperidin-4-yl)amino)-1,3,4-thiadiazol-2-yl)naphthalen CN(C1=NN=C(S1)C=1C=C2C=CC=CC2=CC1)C1CC(NC(C1)(C)C)(C)C